CS(=O)(=O)C=1C=CC=C2C(=CN(C12)COCC[Si](C)(C)C)C1=NC(=NC=C1C(F)(F)F)N[C@@H]1CN(C[C@@H](C1)NC(CC)=O)C(=O)OC(C)(C)C tert-butyl (3S,5R)-3-[[4-[7-methylsulfonyl-1-(2-trimethylsilylethoxymethyl)indol-3-yl]-5-(trifluoromethyl)pyrimidin-2-yl]amino]-5-(propanoylamino)piperidine-1-carboxylate